N-(bis(3-(tributylsilyl)phenyl)phosphaneyl)-N-isopropyl-1,1-bis(4-(tripropylsilyl)phenyl)phosphanamine C(CCC)[Si](C=1C=C(C=CC1)P(N(P(C1=CC=C(C=C1)[Si](CCC)(CCC)CCC)C1=CC=C(C=C1)[Si](CCC)(CCC)CCC)C(C)C)C1=CC(=CC=C1)[Si](CCCC)(CCCC)CCCC)(CCCC)CCCC